N-[4-[[3-[7-(2,2,2-trifluoroethyl)quinazolin-4-yl]-3,9-diazaspiro[5.5]undecan-9-yl]methyl]phenyl]ethanesulfonamide FC(CC1=CC=C2C(=NC=NC2=C1)N1CCC2(CC1)CCN(CC2)CC2=CC=C(C=C2)NS(=O)(=O)CC)(F)F